4-((3S)-1-(1-((1-(2,4-difluorobenzyl)-1H-imidazol-4-yl)amino)-1-oxopropan-2-yl)-4,4-difluoropiperidin-3-yl)pyridine 1-oxide FC1=C(CN2C=NC(=C2)NC(C(C)N2C[C@@H](C(CC2)(F)F)C2=CC=[N+](C=C2)[O-])=O)C=CC(=C1)F